(S)-N-(1-(3-(2-cyclopropylpyridin-4-yl)isoxazol-5-yl)ethyl)-1-methyl-3-(trifluoromethyl)-1H-pyrazole-5-carboxamide C1(CC1)C1=NC=CC(=C1)C1=NOC(=C1)[C@H](C)NC(=O)C1=CC(=NN1C)C(F)(F)F